O=C1NC(CCC1N1C(C2=CC=C(C=C2C1=O)N1CCN(CC1)C[C@@H]1CNCC1)=O)=O 2-(2,6-dioxo-3-piperidyl)-5-[4-[[(3S)-pyrrolidin-3-yl]methyl]piperazin-1-yl]isoindoline-1,3-dione